6-(4-(3-Ethyl-2-oxopyrrolidin-1-yl)-2,3-difluorophenyl)-8-isopropyl-2-(methylsulfonyl)pyrido[2,3-d]pyrimidin-7(8H)-one C(C)C1C(N(CC1)C1=C(C(=C(C=C1)C1=CC2=C(N=C(N=C2)S(=O)(=O)C)N(C1=O)C(C)C)F)F)=O